2-(4-((2-aminobenzo[d]thiazol-6-yl)oxy)phenyl)-N-(4-chloro-3-(trifluoromethyl)phenyl)-2-oxoacetamide NC=1SC2=C(N1)C=CC(=C2)OC2=CC=C(C=C2)C(C(=O)NC2=CC(=C(C=C2)Cl)C(F)(F)F)=O